N1(CCNCC1)C1=NC=C(C=N1)CNC(O)=O.C1(CCCCC1)NCCC[Si](OC)(OC)C N-cyclohexyl-γ-aminopropyl-methyldimethoxysilane N-((2-(piperazin-1-yl)pyrimidin-5-yl)methyl)carbamate